(3-((Tert-Butyldimethylsilyl)oxy)-4-methoxyphenyl)(3,4,5-trimethoxyphenyl)methanol [Si](C)(C)(C(C)(C)C)OC=1C=C(C=CC1OC)C(O)C1=CC(=C(C(=C1)OC)OC)OC